Ethylenediaminetetraacetic acid Zinc sodium salt [Na+].[Zn+2].C(CN(CC(=O)[O-])CC(=O)[O-])N(CC(=O)O)CC(=O)[O-]